C(#N)C1=C(C=CC=C1)C(C(C)C=1N(C(C(=C(N1)C(=O)NC1=CC=CC=C1)O)=O)C)C1=CC=CC=C1 2-(1-(2-cyanophenyl)-1-phenylpropan-2-yl)-5-hydroxy-1-methyl-6-oxo-N-phenyl-1,6-dihydropyrimidine-4-carboxamide